N[C@@H](CC(=O)OCC)C=1SC(=CC1)C1=CC(=CC=C1)F ethyl (S)-3-amino-3-(5-(3-fluorophenyl)thiophen-2-yl)propanoate